[Cl-].ClC1=C(C=CC=C1)C(=C1C=CC(C=C1)=[N+](C)C)C1=CC=C(C=C1)N(C)C N-[4-[(2-chlorophenyl)[4-(dimethylamino)phenyl]methylene]-2,5-cyclohexadiene-1-ylidene]-N-methylmethylammonium chloride